tert-butyl (1-(2-(allyloxy)-4,6-dichlorobenzyl)-1H-imidazo[4,5-c]pyridin-4-yl)(tert-butoxycarbonyl)carbamate C(C=C)OC1=C(CN2C=NC=3C(=NC=CC32)N(C(OC(C)(C)C)=O)C(=O)OC(C)(C)C)C(=CC(=C1)Cl)Cl